C1(CC1)C=1C2=C(C(N(C1)C1=CC(=CC=C1)C1(CC(C1)C)C1=NN=CN1C)=O)NC(=C2)CN2[C@@H](CN(CC2)C)C(C)C 4-cyclopropyl-2-(((R)-2-isopropyl-4-methylpiperazin-1-yl)methyl)-6-(3-((1s,3S)-3-methyl-1-(4-methyl-4H-1,2,4-triazol-3-yl)cyclobutyl)phenyl)-1,6-dihydro-7H-pyrrolo[2,3-c]pyridin-7-one